4-[6-(1-methylpyrazol-4-yl)imidazo[1,2-a]pyrazin-3-yl]phenol CN1N=CC(=C1)C=1N=CC=2N(C1)C(=CN2)C2=CC=C(C=C2)O